1,4-Dioxaspiro[4.5]decan-8-yl methanesulfonate CS(=O)(=O)OC1CCC2(OCCO2)CC1